C(#N)C1=CC(=C(COC2=CC=C3CCN(CC3=C2)CC2=NC3=C(N2C[C@H]2OCC2)C=C(C=C3)C(=O)O)C=C1)F (S)-2-((7-((4-cyano-2-fluorobenzyl)oxy)-3,4-dihydroisoquinolin-2(1H)-yl)methyl)-1-((oxetan-2-yl)methyl)-1H-benzo[d]imidazole-6-carboxylic acid